7-cyclobutoxy-N-(1-cyclopropyl-2-oxo-1,2-dihydropyridin-3-yl)imidazo[1,2-a]Pyridine-6-carboxamide C1(CCC1)OC1=CC=2N(C=C1C(=O)NC=1C(N(C=CC1)C1CC1)=O)C=CN2